ClC1=NC(=NC(=C1OC(C)C)C1=C(C=CC=C1C)C)NS(=O)(=O)C=1C=C(C(=O)OC)C=CC1 methyl 3-[[4-chloro-6-(2,6-dimethylphenyl)-5-isopropoxy-pyrimidin-2-yl]sulfamoyl]benzoate